NCCCCCCC(CCC)O aminohexylbutanol